(R)-N-(3-(1-((4-methyl-4H-1,2,4-triazol-3-yl)thio)ethyl)phenyl)isoquinoline-3-carboxamide CN1C(=NN=C1)S[C@H](C)C=1C=C(C=CC1)NC(=O)C=1N=CC2=CC=CC=C2C1